C(OCC1=CC=C(C=C1)NC([C@H](C)NC([C@H](C(C)C)NC(CCCCC(=O)N1C2=C(C#CC3=C(C1)C=CC=C3)C=CC=C2)=O)=O)=O)(OC2=CC=C(C=C2)[N+](=O)[O-])=O 4-{[(2S)-2-{[(2S)-2-{[6-(11,12-didehydrodibenzo[b,f]azocin-5(6H)-yl)-6-oxohexanoyl]amino}-3-methylbutanoyl]amino}propanoyl]amino}benzyl 4-nitrophenyl carbonate